4-[(S)-2-aminobenzenesulfinyl]-N-[(3S)-piperidin-3-yl]-5-(trifluoromethyl)pyrimidin-2-amine NC1=C(C=CC=C1)[S@](=O)C1=NC(=NC=C1C(F)(F)F)N[C@@H]1CNCCC1